FC=1C=C2C(=CNC(C2=C(C1)F)=O)[C@@H](C)N(C(=O)NC1=CC=C(C=C1)F)CC(C)C |r| Racemic-1-(1-(6,8-difluoro-1-oxo-1,2-dihydroisoquinolin-4-yl)ethyl)-3-(4-fluorophenyl)-1-isobutylurea